C(C)(=O)O[C@@H]1[C@H]([C@](SC2=CC=C(C=C2)Cl)(O[C@@H]([C@H]1OCC1=CC=CC=C1)C(OC(C)(C)C)(C)C)[SiH](C1=CC=CC=C1)C1=CC=CC=C1)N1C(C=2C(C1=O)=CC=CC2)=O 4-Chlorophenyl 3-O-acetyl-4-O-benzyl-6-O-tert-butyldimethyldiphenylsilyl-2-deoxy-2-phthalimido-1-thio-β-D-glucopyranoside